Tetrahydro-2H-imidazo[4,3-c][1,4]oxazine-1,3-dione C1(NC(N2C1COCC2)=O)=O